N-(3-(6-bromooxazolo[4,5-b]pyridin-2-yl)-5-fluoro-2-methylphenyl)-2-chloro-3,4-difluorobenzamide BrC=1C=C2C(=NC1)N=C(O2)C=2C(=C(C=C(C2)F)NC(C2=C(C(=C(C=C2)F)F)Cl)=O)C